(S)-2,2,2-trifluoroethyl 2-((2-methylbutyl)((5-(trifluoromethyl)pyridin-2-yl)methyl)amino)-2-oxoacetate C[C@H](CN(C(C(=O)OCC(F)(F)F)=O)CC1=NC=C(C=C1)C(F)(F)F)CC